(3aS,7aS)-3a-(3,4-dimethoxyphenyl)-1-methyl-2,3,3a,4,5,7a-hexahydro-1H-indol-6-yl-4-isopropylbenzoate COC=1C=C(C=CC1OC)[C@@]12CCN([C@H]2C=C(CC1)OC(C1=CC=C(C=C1)C(C)C)=O)C